C(C)OC([C@@H](C/C(/C1=CC=CC=C1)=N\NC(=O)OC(C)(C)C)O)=O tert-butyl (R,E)-2-(4-ethoxy-3-hydroxy-4-oxo-1-phenylbutylidene)hydrazine-1-carboxylate